2,3,4,5,6-pentafluorophenyl 4-amino-7-(bicyclo[1.1.1]pentan-1-yl)-2-oxo-1H-quinoline-3-carboxylate NC1=C(C(NC2=CC(=CC=C12)C12CC(C1)C2)=O)C(=O)OC2=C(C(=C(C(=C2F)F)F)F)F